C1(CC1)[C@@H](C)N1C=NC(=C1)C(=O)O 1-[(1R)-1-cyclopropylethyl]-1H-imidazole-4-carboxylic acid